COC=1C=C(CN2C=NC3=CC(=CC=C3C2=O)C=2C(=NOC2)C)C=CC1 3-(3-methoxybenzyl)-7-(3-methylisoxazol-4-yl)quinazolin-4(3H)-one